[(2S,4S)-4-fluoro-1-methylpyrrolidin-2-yl]methanol F[C@H]1C[C@H](N(C1)C)CO